C[Si](CCOCN1N=CC(=N1)C1C(CCC1)O)(C)C 2-(2-((2-(trimethylsilyl)ethoxy)methyl)-2H-1,2,3-triazol-4-yl)cyclopentan-1-ol